N-4-cyanobenzoyl-N'-2-methylbenzoyl-hydrazine C(#N)C1=CC=C(C(=O)NNC(C2=C(C=CC=C2)C)=O)C=C1